NC(C)C1=NC(=NN1C1=NC=CC=N1)NC(OC(C)(C)C)=O tert-Butyl N-[5-(1-aminoethyl)-1-pyrimidin-2-yl-1,2,4-triazol-3-yl]carbamate